4-(2-Cyclopropyloxazol-4-yl)-N-((trans-4-(4-methoxy-3-methylphenyl)cyclohexyl)methyl)pyridin-2-amine C1(CC1)C=1OC=C(N1)C1=CC(=NC=C1)NC[C@@H]1CC[C@H](CC1)C1=CC(=C(C=C1)OC)C